FC(OC=1C=C(C=C(C1C(=O)N1CC(C1)(C(F)(F)F)O)OC)C1=CN=C2N1C=CC(=C2)C(C#N)(C)C)F 2-[3-[3-(difluoromethoxy)-4-[3-hydroxy-3-(trifluoromethyl)azetidine-1-carbonyl]-5-methoxy-phenyl]imidazo[1,2-a]pyridin-7-yl]-2-methylpropanenitrile